(6-((2-chloro-1H-imidazol-1-yl)methyl)pyridin-3-yl)-5-isobutylthiophene-2-sulfonamide ClC=1N(C=CN1)CC1=CC=C(C=N1)C1=C(SC(=C1)CC(C)C)S(=O)(=O)N